ClC=1C=C(C=CC1)[C@@H]1[C@H](NC(O1)=O)CN1CCCC1 (4R,5R)-5-(3-chlorophenyl)-4-(pyrrolidin-1-ylmethyl)oxazolidin-2-one